3-phenoxythiophene-2-carbaldehyde O(C1=CC=CC=C1)C1=C(SC=C1)C=O